(2S,4R)-4-hydroxy-N-((R)-2-hydroxy-1-(4-(pyrimidin-2-yl)phenyl)ethyl)pyrrolidine-2-carboxamide O[C@@H]1C[C@H](NC1)C(=O)N[C@@H](CO)C1=CC=C(C=C1)C1=NC=CC=N1